C(C)(C)(C)OC(=O)N[C@H](C(=O)OC)[C@@H](CC1=CC=CC=C1)O methyl (2S,3R)-2-((tert-butoxycarbonyl)amino)-3-hydroxy-4-phenylbutanoate